Methylenetetrahydrofuran-3,4-diol C=C1OCC(C1O)O